C(C)(=O)OC1=CC=C(C=C1)O 4-Hydroxyphenyl acetate